CC=1C=C(C=CC1)N1N=C(C=C1)CC(=O)NC=1SC(=CN1)C(F)(F)F 2-[1-(3-methylphenyl)-1H-pyrazol-3-yl]-N-[5-(trifluoromethyl)-1,3-thiazol-2-yl]acetamide